dilithium (oxalic acid) borate B([O-])([O-])O.C(C(=O)O)(=O)O.[Li+].[Li+]